butyl-N-[2-[3,5-dichloro-4-([5-isopropyl-7H-pyrrolo[2,3-c]pyridazin-3-yl]-oxy)phenyl]-3,5-dioxo-4H-1,2,4-triazin-6-yl]carbamate C(CCC)OC(NC=1C(NC(N(N1)C1=CC(=C(C(=C1)Cl)OC1=CC2=C(N=N1)NC=C2C(C)C)Cl)=O)=O)=O